1H-Pyrrolo[3,2-c]pyridin N1C=CC=2C=NC=CC21